Methyl 5-amino-2-(2-cyclobutyl-1,3-thiazol-5-yl)benzoate NC=1C=CC(=C(C(=O)OC)C1)C1=CN=C(S1)C1CCC1